2-Hydroxy-6-methoxy-1-(4-methoxyphenyl)-2-(4-methylphenyl)-2,3-dihydro-1H-indol-3-one OC1(N(C2=CC(=CC=C2C1=O)OC)C1=CC=C(C=C1)OC)C1=CC=C(C=C1)C